tert-butyl (2R,5S)-4-(8-(cyanomethyl)-3-methyl-2-oxo-9-propyl-3,9-dihydro-2H-purin-6-yl)-2,5-dimethylpiperazine-1-carboxylate C(#N)CC=1N(C=2N(C(N=C(C2N1)N1C[C@H](N(C[C@@H]1C)C(=O)OC(C)(C)C)C)=O)C)CCC